F[C@H]1CN(CC1)C1=CC=C(C=N1)N1N=C2C(=C1)C(NC2)=O (R)-2-(6-(3-fluoropyrrolidin-1-yl)pyridin-3-yl)-5,6-dihydropyrrolo[3,4-c]pyrazol-4(2H)-one